tert-Butyl 6-(4-(3-phenyl-5H-imidazo[1,2-c]pyrido[3,4-e][1,3]oxazin-2-yl)benzyl)-2,6-diazaspiro[3.3]heptane-2-carboxylate C1(=CC=CC=C1)C1=C(N=C2N1COC1=C2C=NC=C1)C1=CC=C(CN2CC3(CN(C3)C(=O)OC(C)(C)C)C2)C=C1